FC(C(=O)NC[C@]1([C@H]([C@H]([C@@H](O1)N1C(=O)NC(=O)C=C1)O)O[Si](C)(C)C(C)(C)C)CO)(F)F 4'-C-trifluoroacetylaminomethyl-3'-O-[(1,1-dimethylethyl)dimethylsilyl]-uridine